(S)-N-(2-Chloro-3-(3-chloro-2-(3-methoxy-4-((((5-oxopyrrolidin-2-yl)methyl)amino)methyl)phenyl)pyridin-4-yl)phenyl)-1-methyl-4,5,6,7-tetrahydro-1H-imidazo[4,5-c]pyridine-2-carboxamide ClC1=C(C=CC=C1C1=C(C(=NC=C1)C1=CC(=C(C=C1)CNC[C@H]1NC(CC1)=O)OC)Cl)NC(=O)C=1N(C2=C(CNCC2)N1)C